((3-(4-(1-propylcyclopropyl)benzyl)-1,2,4-oxadiazol-5-yl)methyl)acrylic acid C(CC)C1(CC1)C1=CC=C(CC2=NOC(=N2)CC(C(=O)O)=C)C=C1